ClC1=CC=C2C(=NC=3N(C2=C1)C=NN3)N(C)C=3C=C(C=CC3)C3=CC=C(C=C3)C3(CC3)CN(C)C 8-chloro-N-(4'-(1-((dimethylamino)methyl)cyclopropyl)-[1,1'-biphenyl]-3-yl)-N-methyl-[1,2,4]triazolo[4,3-a]quinazolin-5-amine